(5S,7S)-5-(2,6-difluorophenyl)-7-fluoro-2-((R)-(fluoromethyl)sulfinyl)-6,7-dihydro-5H-pyrrolo[1,2-b][1,2,4]triazole FC1=C(C(=CC=C1)F)[C@@H]1C[C@@H](C=2N1N=C(N2)[S@@](=O)CF)F